(E)-8-Bromooctanoic acid hex-2-en-1-yl ester C(C=CCCC)OC(CCCCCCCBr)=O